9-[2-ethyl-6-methyl-4-(4,4,5,5-tetramethyl-1,3,2-dioxaborolan-2-yl)phenyl]-8,10-dioxo-3-azaspiro[5.5]undecane-3-carboxylic acid tert-butyl ester C(C)(C)(C)OC(=O)N1CCC2(CC1)CC(C(C(C2)=O)C2=C(C=C(C=C2C)B2OC(C(O2)(C)C)(C)C)CC)=O